C(C)SC(CC1CC(=C(C(C1)=O)C(CC)=O)O)C 5-[2-(ethylthio)propyl]-3-hydroxy-2-propionyl-2-cyclohexen-1-one